(R)-1-(3-methylpyridin-4-yl)ethane-1,2-diol CC=1C=NC=CC1[C@H](CO)O